COC1=NC=CC=C1COC1=CN2C(=C(C=C2C=C1)C)C(=O)[O-].[K+] potassium 6-((2-methoxypyridin-3-yl)methoxy)-2-methylindolizine-3-carboxylate